C(C1=CC=CC=C1)N(C1CC(C1)CO)CC1=CC=CC=C1 [3-(dibenzylamino)cyclobutyl]methanol